Silicon DiOxide [Si](=O)=O